ClC=1C(=CC(=C(C1)C(C)=O)O)F 1-(5-chloro-4-fluoro-2-hydroxyphenyl)ethan-1-one